trans-4-(3-(Butylamino)-8-((4-methylpiperazin-1-yl)methyl)-6-oxopyrimido[4,5-c]isoquinolin-5(6H)-yl)-N-(oxetan-3-yl)cyclohexane-1-carboxamide C(CCC)NC=1N=CC2=C(N(C(C=3C=C(C=CC23)CN2CCN(CC2)C)=O)[C@@H]2CC[C@H](CC2)C(=O)NC2COC2)N1